NC1=C(C=2N(C=C1)N=CC2C(=O)OCC)Cl ethyl 5-amino-4-chloropyrazolo[1,5-a]pyridine-3-carboxylate